CCC 2-Methylethane